FC1=C(C=O)C(=CC(=C1)OC)OC 2-fluoro-4,6-dimethoxybenzaldehyde